1-(3-(4-amino-3-(4-phenoxyphenyl)-1H-pyrazolo[3,4-d]pyrimidin-1-yl)piperidin-1-yl)-3-(thiophen-2-yl)prop-2-en-1-one NC1=C2C(=NC=N1)N(N=C2C2=CC=C(C=C2)OC2=CC=CC=C2)C2CN(CCC2)C(C=CC=2SC=CC2)=O